2-(10-phenylanthracene-9-yl)dibenzo[b,d]furan C1(=CC=CC=C1)C1=C2C=CC=CC2=C(C2=CC=CC=C12)C1=CC2=C(OC3=C2C=CC=C3)C=C1